OC1CC2CC(CCC2(C2CC(C3(C(CCC3C12)[C@H](C)CCC(=O)NC(C)(C(C)=O)C)C)O)C)S(=O)(=O)O 7,12-dihydroxy-10,13-dimethyl-17-((R)-5-((2-methyl-3-oxobutan-2-yl)amino)-5-oxopentan-2-yl)hexadecahydro-1H-cyclopenta[a]phenanthrene-3-sulfonic acid